COC=1C(=C2C=CNC2=C(C1)C)CN1[C@@H](CN(CC1)C=1SC=CN1)C1=CC=C(C(=O)O)C=C1 (R)-4-(1-((5-Methoxy-7-methyl-1H-indol-4-yl)methyl)-4-(thiazol-2-yl)piperazin-2-yl)benzoic acid